NC1=CC=2N(C(C(=C(N2)C(F)(F)F)C2=CC=C(C=C2)OCC(F)(F)F)=O)C=C1 8-amino-3-(4-(2,2,2-trifluoroethoxy)phenyl)-2-(trifluoromethyl)-4H-pyrido[1,2-a]pyrimidin-4-one